rel-(R)-1-(4'-cyclopropyl-4-((3-fluoro-4-(1-methyl-4-(trifluoromethyl)-1H-imidazol-2-yl)benzyl)oxy)-6'-methoxy-[2,5'-bipyrimidin]-5-yl)ethanol C1(CC1)C1=NC=NC(=C1C1=NC=C(C(=N1)OCC1=CC(=C(C=C1)C=1N(C=C(N1)C(F)(F)F)C)F)[C@@H](C)O)OC |o1:34|